FC1=C(C(=C(C(=C1[Si](C)(C)N)F)F)F)F pentafluorophenyl-dimethylsilylamine